FC1=C(CN2C(C3=NC=CC=C3C2=O)([2H])[2H])C(=CC(=C1)C1=C2C=NN(C2=C(C=C1)OC(C)C)C([2H])([2H])[2H])F 6-(2,6-difluoro-4-(7-isopropoxy-1-(methyl-d3)-1H-indazol-4-yl)benzyl)-6,7-dihydro-5H-pyrrolo[3,4-b]pyridin-5-one-7,7-d2